ClC1=C(C=CC(=C1F)NC=1C2=C(N=CN1)C=CC(=N2)O[C@@H]2CN(CC2)C(C=C)=O)C2(CC2)C#N 1-[2-Chloro-3-fluoro-4-[[6-[(3S)-1-prop-2-enoylpyrrolidin-3-yl]oxypyrido[3,2-d]pyrimidin-4-yl]amino]phenyl]cyclopropanecarbonitrile